N1(CCCCC1)C(=O)C1=CC=C2NCC(NC2=C1)=O 7-(piperidine-1-carbonyl)-3,4-dihydroquinoxalin-2(1H)-one